(E)-N-isopropyl-dec-9-en-1-imine oxide C(C)(C)\[N+](=C/CCCCCCCC=C)\[O-]